5-(2-methoxy-1-naphthyl)-1,3-cyclohexanedione COC1=C(C2=CC=CC=C2C=C1)C1CC(CC(C1)=O)=O